C1(CCC1)C=1C(=NN(C1C1=CC=C(C=C1)OC(F)(F)F)C)NC(=O)[C@@H]1C(C1)(F)F (R)-N-(4-cyclobutyl-1-methyl-5-(4-(trifluoromethoxy)phenyl)-1H-pyrazol-3-yl)-2,2-difluorocyclopropane-1-carboxamide